[Co-7](=O)(=O)(=O)(=O)=O cobaltic pentoxide